3-thiopheneamide S1C=C(C=C1)C(=O)N